6-fluoro-9-methoxy-1,4,4-trimethyl-5H-[1,2,4]triazolo[4,3-a]quinoxaline FC1=C2NC(C=3N(C2=C(C=C1)OC)C(=NN3)C)(C)C